1,4-dithiane-2,5-dioxydiethyl diacrylate C(C=C)(=O)OCCOC1SCC(SC1)OCCOC(C=C)=O